2-Benzyl-heptanol C(C1=CC=CC=C1)C(CO)CCCCC